1-(cyclopropylmethyl)-3-(5-((2,3-dihydrobenzo[b][1,4]dioxin-5-yl)amino)-7-(methylamino)pyrazolo[1,5-a]pyrimidin-3-yl)urea C1(CC1)CNC(=O)NC=1C=NN2C1N=C(C=C2NC)NC2=CC=CC=1OCCOC12